C(C1=CC=CC=C1)(=O)C1=C(OC2=C1C=C(C=C2)C)CC(C(=O)OCC)(C(=O)OCC)Br diethyl 2-((3-benzoyl-5-methylbenzofuran-2-yl) methyl)-2-bromomalonate